Cl.ClC1=C(C(=O)NCC23C[C@]4(C[C@](CC(C2)C4)(C3)F)F)C=C(C=C1)CCCNCCCO 2-chloro-N-(((1r,3R,5S,7r)-3,5-difluoroadamantan-1-yl)methyl)-5-(3-((3-hydroxypropyl)amino)propyl)benzamide hydrochloride